(R)-N-(3,3-Difluoro-1-methylpiperidin-4-yl)-4-(oxetan-3-yloxy)-5-(quinoxalin-6-yl)pyrrolo[2,1-f][1,2,4]triazin-2-amine FC1(CN(CC[C@H]1NC1=NN2C(C(=N1)OC1COC1)=C(C=C2)C=2C=C1N=CC=NC1=CC2)C)F